(d)-5,11-dibromo-dinaphtho[1,2-d:1',2'-d']Benzo[1,2-b:5,4-b']Difuran BrC1=CC2=C(C3=C(O2)C=C2OC4=C(C2=C3)C3=CC=CC=C3C(=C4)Br)C=4C=CC=CC14